(E)-3-(4-((E)-1-(3-chloro-1H-indazol-5-yl)-2-phenylbut-1-en-1-yl)phenyl)acrylic acid ClC1=NNC2=CC=C(C=C12)\C(=C(/CC)\C1=CC=CC=C1)\C1=CC=C(C=C1)/C=C/C(=O)O